BrC1C=CCCC1 3-bromocyclohexene